(S)-4-((3-aminopyridin-4-yl)((4-oxochroman-7-yl)oxy)methyl)benzamide NC=1C=NC=CC1[C@H](C1=CC=C(C(=O)N)C=C1)OC1=CC=C2C(CCOC2=C1)=O